BrCB1OC(C(O1)(C)C)(C)C 2-(bromomethyl)-4,4,5,5-tetramethyl-1,3,2-dioxaborolan